ClC=1C=CC2=C(N=C(O2)C2CC3(CC(C3)NC(=O)C=3OC(=CC3)CCS(=O)(=O)C)C2)C1 N-[6-(5-chloro-1,3-benzoxazol-2-yl)spiro[3.3]heptan-2-yl]-5-(2-methylsulfonylethyl)furan-2-carboxamide